N-[(4-isopropyl-2,5-dioxoimidazolidin-4-yl)methyl]-2-[6-(trifluoromethyl)pyridin-3-yl]benzamide C(C)(C)C1(NC(NC1=O)=O)CNC(C1=C(C=CC=C1)C=1C=NC(=CC1)C(F)(F)F)=O